COC(=O)[C@H]1OC[C@H](C1)NC(=O)[C@]1(CC(=NO1)C1=CC(=CC(=C1)F)F)C=C (2S,4S)-4-[[(5S)-3-(3,5-difluorophenyl)-5-vinyl-4H-isoxazole-5-carbonyl]amino]tetrahydrofuran-2-carboxylic acid methyl ester